((1R*,2R*)-2-methylcyclohexyl)isoquinolin C[C@H]1[C@@H](CCCC1)C1=NC=CC2=CC=CC=C12 |o1:1,2|